BrC=1C=C(SC1)C1(CC(=NO1)N(CC1=CC=C(C=C1)OC)CC1=CC=C(C=C1)OC)C(F)(F)F 5-(4-bromo-2-thienyl)-N,N-bis[(4-methoxy-phenyl)methyl]-5-(trifluoromethyl)-4H-isoxazol-3-amine